FC(OC=1C(=C2C=CN(C2=C(C1)C)C(=O)OC(C)(C)C)O)F tert-Butyl 5-(difluoromethoxy)-4-hydroxy-7-methyl-1H-indole-1-carboxylate